6-(3,9-diaza-bicyclo[3.3.1]nonan-9-yl)-3-(7-chloro-benzo[d]thiazol-6-yl)-5-methyl-1,5-dihydro-4H-pyrazolo[3,4-d]pyrimidin-4-one C12CNCC(CCC1)N2C=2N(C(C1=C(N2)NN=C1C1=C(C2=C(N=CS2)C=C1)Cl)=O)C